(((1r,4r)-4-((4-(4-(dimethylamino)piperidin-1-yl)-3-nitrophenyl)amino)cyclohexyl)amino)nicotinonitrile CN(C1CCN(CC1)C1=C(C=C(C=C1)NC1CCC(CC1)NC1=C(C#N)C=CC=N1)[N+](=O)[O-])C